methyl 2-benzyl-4-nitro-3-oxo-7-phenyl-2-azabicyclo[4.1.0]hept-4-ene-7-carboxylate C(C1=CC=CC=C1)N1C2C(C2C=C(C1=O)[N+](=O)[O-])(C(=O)OC)C1=CC=CC=C1